4-(7-((diphenylmethylene)amino)-[1,2,4]triazolo[1,5-a]pyridin-5-yl)-2-fluoro-5-methylbenzonitrile C1(=CC=CC=C1)C(C1=CC=CC=C1)=NC1=CC=2N(C(=C1)C1=CC(=C(C#N)C=C1C)F)N=CN2